C(C)(C)(C)OC(NCC(=CF)COC=1N=CC=2C(N(CCC2C1)C1CC1)=O)=O (2-(((7-cyclopropyl-8-oxo-5,6,7,8-tetrahydro-2,7-naphthyridin-3-yl)oxy)methyl)-3-fluoroallyl)carbamic acid tert-butyl ester